5-(4-Cyclopropyl-2-fluoro-phenylamino)-imidazo[1,5-a]pyridine-6-carboxylic acid (2-hydroxy-ethoxy)-amide OCCONC(=O)C=1C=CC=2N(C1NC1=C(C=C(C=C1)C1CC1)F)C=NC2